CN1N=C(C(=C1OC1=CC=CC=C1)C=NO)C 1,3-dimethyl-5-phenoxy-1H-pyrazole-4-carbaldehyde oxime